OC1=C(C(/C=C/C2=CC=C(C=C2)C(C)C)=O)C=CC(=C1)O 2',4'-Dihydroxy-4-isopropylchalcone